ClC=1N=NC=C(C1)C=1C=NN(C1)[C@H](C)C1=CC=C(C=C1)F |r| racemic-3-chloro-5-(1-(1-(4-fluorophenyl)ethyl)-1H-pyrazol-4-yl)pyridazine